2,2-difluoro-4-hydroxy-N,7-diphenyl-heptanamide FC(C(=O)NC1=CC=CC=C1)(CC(CCCC1=CC=CC=C1)O)F